N1=C(C=CC=C1C1=C(C(=CC=C1)C1=CC=CC(=N1)C1=NC=CC=C1)O)C1=NC=CC=C1 2,6-bis(2,2'-bipyridin-6-yl)phenol